C[C@@H]1[C@@H](C1)C(=O)NC=1N=CC2=C(N=CC(=C2C1)C1=NN2C(C=CC(=C2)N2C[C@@H](OCC2)C)=N1)NC (1R,2S)-2-methyl-N-(8-(methylamino)-5-(6-((S)-2-methylmorpholino)-[1,2,4]triazolo[1,5-a]pyridin-2-yl)-2,7-naphthyridin-3-yl)cyclopropane-1-carboxamide